2-[(2R)-2-amino-3-fluoropropyl]-3-bromo-5-chloro-N-[(furan-2-yl)methyl]thieno[3,2-b]pyridin-7-amine N[C@H](CC1=C(C2=NC(=CC(=C2S1)NCC=1OC=CC1)Cl)Br)CF